4-[[2-[cyclopropyl-(difluoro)methyl]-4-pyridyl]oxy]-3,5-difluoro-benzaldehyde C1(CC1)C(C1=NC=CC(=C1)OC1=C(C=C(C=O)C=C1F)F)(F)F